6-(4-nitro-2-(trifluoromethyl)phenyl)-2,6-diazaspiro[3.3]heptane-2-carboxylic acid tert-butyl ester C(C)(C)(C)OC(=O)N1CC2(C1)CN(C2)C2=C(C=C(C=C2)[N+](=O)[O-])C(F)(F)F